7'-formyl-1',2'-dihydrospiro[cyclopropane-1,3'-pyrrolo[3,2-b]pyridine]-5'-carbonitrile C(=O)C1=C2C(=NC(=C1)C#N)C1(CN2)CC1